9-fluoro-1-octylnonyl 8-{(2-hydroxyethyl)[7-(9-methyl-8-decenyloxycarbonyl)heptyl]amino}octanoate OCCN(CCCCCCCC(=O)OC(CCCCCCCCF)CCCCCCCC)CCCCCCCC(=O)OCCCCCCCC=C(C)C